ClC=1N=C(NC1[C@H]1[C@H](CN(CC1)S(=O)(=O)C=1C=NC(=NC1)NC1CC1)C)C1=NC=C(C=C1)F 5-[[(3R,4R)-4-[4-Chloro-2-(5-fluoro-2-pyridyl)-1H-imidazol-5-yl]-3-methyl-1-piperidyl]sulfonyl]-N-cyclopropyl-pyrimidin-2-amine